CC=1C=2N(C=C(N1)C)C=C(C2)C=2N=C1N(C(C2)=O)C=C(C=C1)F 2-(1,3-dimethylpyrrolo[1,2-a]pyrazin-7-yl)-7-fluoro-4H-pyrido[1,2-a]pyrimidin-4-one